2-[3-(3-bromo-5-chlorophenyl)ureido]-4-bromo-N-ethylbenzamide BrC=1C=C(C=C(C1)Cl)NC(NC1=C(C(=O)NCC)C=CC(=C1)Br)=O